Tert-butyl ((2-(2,6-dioxopiperidin-3-yl)-3-oxo-2,3-dihydro-1H-imidazo[1,5-a]indol-6-yl)methyl)carbamate O=C1NC(CCC1N1C(N2C(=CC=3C=CC(=CC23)CNC(OC(C)(C)C)=O)C1)=O)=O